6-(3-isopropyl-5-(1-(tetrahydro-2H-pyran-4-yl)piperidin-4-yl)-1H-indol-2-yl)-8-methylimidazo[1,2-a]pyridine C(C)(C)C1=C(NC2=CC=C(C=C12)C1CCN(CC1)C1CCOCC1)C=1C=C(C=2N(C1)C=CN2)C